ClC1=CC=C(CN2C3(CC(C3)C(=O)N)C(N(CC2=O)C2=C(C=C(C=C2)C#N)F)=O)C=C1 5-(4-chlorobenzyl)-8-(4-cyano-2-fluorophenyl)-6,9-dioxo-5,8-diazaspiro-[3.5]nonane-2-carboxamide